5-(3-(1H-1,2,3-triazol-4-yl)azetidin-1-yl)-1,3,4-oxadiazole N1N=NC(=C1)C1CN(C1)C1=NN=CO1